4-((4-Methoxy-5-((S)-2,2,2-trifluoro-1-hydroxyethyl)pyrazolo[1,5-a]pyridin-3-yl)amino)-N-(methyl-d3)-6-(spiro[2.2]pentane-1-carboxamido)pyridazine-3-carboxamide COC=1C=2N(C=CC1[C@@H](C(F)(F)F)O)N=CC2NC2=C(N=NC(=C2)NC(=O)C2CC21CC1)C(=O)NC([2H])([2H])[2H]